1-(3-fluoro-4-{4-[2-(pyridin-2-yl)acetamido]-1H-1,2,3-triazol-1-yl}butyl)-N-{[4-(trifluoromethyl)pyridin-2-yl]methyl}-1H-1,2,3-triazole-4-carboxamide FC(CCN1N=NC(=C1)C(=O)NCC1=NC=CC(=C1)C(F)(F)F)CN1N=NC(=C1)NC(CC1=NC=CC=C1)=O